5-(1-isopropyl-2-methyl-1H-imidazo[4,5-b]pyridin-6-yl)-N-(trans-4-methoxycyclohexyl)pyrrolo[2,1-f][1,2,4]triazin-2-amine C(C)(C)N1C(=NC2=NC=C(C=C21)C=2C=CN1N=C(N=CC12)N[C@@H]1CC[C@H](CC1)OC)C